4-chloro-N,N-dimethylbenzamide ClC1=CC=C(C(=O)N(C)C)C=C1